COC=1C=C2C=CN(C2=CC1C=1N=C2N(C=CC(=N2)C=2CC(NC(C2)(C)C)(C)C)C1)C(=O)OC(C)(C)C tert-butyl 5-methoxy-6-(7-(2,2,6,6-tetramethyl-1,2,3,6-tetrahydropyridin-4-yl)imidazo[1,2-a]pyrimidin-2-yl)-1H-indole-1-carboxylate